C(C1CO1)OCCC[SiH2]CC(OC(C)=O)OC(C)=O γ-Glycidoxypropyldiacetoxyethylsilane